4-(((R)-1-(2-chlorophenyl)-2-hydroxyethyl)amino)-2-fluoro-N-((R,E)-4-(methylsulfonyl)but-3-en-2-yl)benzamide ClC1=C(C=CC=C1)[C@H](CO)NC1=CC(=C(C(=O)N[C@H](C)\C=C\S(=O)(=O)C)C=C1)F